ClC1=CC=C(C=C1)[C@@]1(N(C(C2=CC(=CC=C12)C(C(=O)N(C)C)(C)O)=O)CC1=CC=C(C=C1)Cl)OCC1(CC1)CO 2-[(1R)-1-(4-Chlorophenyl)-2-[(4-chlorophenyl)methyl]-1-{[1-(hydroxymethyl)cyclopropyl]methoxy}-3-oxo-2,3-dihydro-1H-isoindol-5-yl]-2-hydroxy-N,N-dimethylpropanamid